1-hydroxy-2,2,6,6-tetramethylpiperidin-4-yl behenoate C(CCCCCCCCCCCCCCCCCCCCC)(=O)OC1CC(N(C(C1)(C)C)O)(C)C